C(C)C1(C(C=C(C=C1F)I)N)N 1-ethyl-6-fluoro-4-iodobenzene-1,2-diamine